C(C)(C)(C)OC(=O)N(N)C(C(C(C)C1=C(C(=CC=C1F)C)C)N1S(C2=C(CC1)C=C(C=C2)Cl)(=O)=O)=O (2-(6-chloro-1,1-dioxo-3,4-dihydro-2H-benzo[e][1,2]thiazin-2-yl)-3-(6-fluoro-2,3-dimethylphenyl)butanoyl)hydrazine-1-carboxylic acid tert-butyl ester